C(C)(C)(C)C1=CC=C(CNC=2C=CC3=C(C4=C(S(N3C)(=O)=O)C=NN4C)C2)C=C1 N-(4-Tert-Butylbenzyl)-1,5-Dimethyl-1,5-Dihydropyrazolo[4,3-C][2,1]benzothiazin-8-Amine 4,4-Dioxide